BrC=1C=C(C=CC1F)C1N(CCC1)C(=O)OC(C)(C)C tert-butyl 2-(3-bromo-4-fluorophenyl)pyrrolidine-1-carboxylate